FC(C=1C=C(C=CC1F)C=1C=C2C(=NC1)C=NN2CC(=O)N2C[C@@H](CC2)F)F |r| (Racemic)-(R,S)-2-[6-[3-(Difluoromethyl)-4-fluoro-phenyl]pyrazolo[4,3-b]pyridin-1-yl]-1-(3-fluoropyrrolidin-1-yl)ethanone